N-{[2-(cyclopropylmethoxy)-3,5-difluorophenyl]methyl}-2-methoxy-5-{2-propanamidoimidazo[1,2-b]pyridazin-6-yl}pyridine-3-carboxamide C1(CC1)COC1=C(C=C(C=C1F)F)CNC(=O)C=1C(=NC=C(C1)C=1C=CC=2N(N1)C=C(N2)NC(CC)=O)OC